N-((1S,2S)-2-methylcyclopropyl)-2-(((R)-tetrahydrofuran-3-yl)methoxy)thieno[2,3-d]thiazole-5-carboxamide C[C@@H]1[C@H](C1)NC(=O)C1=CC2=C(N=C(S2)OC[C@H]2COCC2)S1